octylphosphine palladium diacetate C(C)(=O)[O-].C(C)(=O)[O-].[Pd+2].C(CCCCCCC)P